4-(6-(6-((6-ethoxy-5-fluoropyridin-3-yl)methyl)-3,6-diazabicyclo[3.1.1]heptan-3-yl)pyridin-3-yl)-6-(2-hydroxy-2-methylpropoxy)pyrazolo[1,5-a]pyridine-3-carbonitrile C(C)OC1=C(C=C(C=N1)CN1C2CN(CC1C2)C2=CC=C(C=N2)C=2C=1N(C=C(C2)OCC(C)(C)O)N=CC1C#N)F